tert-butyl 4-[5-cyclopropyl-1-[4-(trifluoromethoxy)phenyl]pyrazol-3-yl]piperazine-1-carboxylate C1(CC1)C1=CC(=NN1C1=CC=C(C=C1)OC(F)(F)F)N1CCN(CC1)C(=O)OC(C)(C)C